N-((1R,4R)-4-((2-(7-(2,2,2-trifluoroethyl)quinazolin-4-yl)-2,7-diazaspiro[3.5]nonan-7-yl)methyl)cyclohexyl)ethanesulfonamide FC(CC1=CC=C2C(=NC=NC2=C1)N1CC2(C1)CCN(CC2)CC2CCC(CC2)NS(=O)(=O)CC)(F)F